1-[(1H-imidazol-5-yl)methyl]-2'-(quinolin-3-yl)-5',6'-dihydrospiro[azetidine-3,4'-pyrrolo[1,2-b]pyrazole] N1C=NC=C1CN1CC2(CCN3N=C(C=C32)C=3C=NC2=CC=CC=C2C3)C1